BrC=1C=C(C=C2C(N(C(S2)=NN=C2C(NC3=CC=C(C=C23)Cl)=O)C2=CC=CC=C2)=O)C=CC1 3-(2-(5-(3-bromobenzylidene)-3-phenyl-4-oxothiazolidine-2-ylidene)hydrazono)-5-chloro-1H-indol-2-one